C(C)(C)(C)N1C[C@]2(C[C@@H]1C)C(NC1=CC(=CC=C12)C(F)(F)F)=O 1'-(tert-butyl)5'-methyl-(3R,5'S)-2-oxo-6-(trifluoromethyl)spiro[indoline-3,3'-pyrrolidine]